N,N'-bis-[3-(mesitylenesulfonyloxy)phenyl]urea C1(=C(C(=CC(=C1)C)C)S(=O)(=O)OC=1C=C(C=CC1)NC(=O)NC1=CC(=CC=C1)OS(=O)(=O)C1=C(C=C(C=C1C)C)C)C